ClC=1C=C(C=CC1Cl)C1=CC(=CC=C1)CNC=1N=NNC1C(=O)O 4-(((3',4'-dichloro-[1,1'-biphenyl]-3-yl)methyl)amino)-1H-1,2,3-triazole-5-carboxylic acid